chlorospiro[cyclopentane-1,3'-pyrrolo[3,2-b]pyridin]-2'(1'H)-one ClN1C(C2(C3=NC=CC=C31)CCCC2)=O